N[C@H]1CS(C2=C(N(C1=O)CC1=CC=C(C=C1)Cl)C=C(C(=C2)F)C2=NOC(=N2)C(C(F)(F)F)(C2CCOCC2)N)(=O)=O (3R)-3-amino-7-[5-(1-amino-2,2,2-trifluoro-1-tetrahydropyran-4-yl-ethyl)-1,2,4-oxadiazol-3-yl]-5-[(4-chlorophenyl)methyl]-8-fluoro-1,1-dioxo-2,3-dihydro-1lambda6,5-benzothiazepin-4-one